tert-butyl (1S,2S,5R)-3-benzyl-2-((R)-1-(benzyloxy)-2-oxoethyl)-3,8-diazabicyclo[3.2.1]octane-8-carboxylate C(C1=CC=CC=C1)N1[C@@H]([C@@H]2CC[C@H](C1)N2C(=O)OC(C)(C)C)[C@H](C=O)OCC2=CC=CC=C2